CC=1N=CSC1C12CC(C1)(C2)C(=O)OC methyl 3-(4-methyl-1,3-thiazol-5-yl)bicyclo[1.1.1]pentane-1-carboxylate